(R)-tert-butyl 4-(3-(2,4-dioxotetrahydropyrimidin-1(2H)-yl)-5-fluoro-1-methyl-1H-indazol-6-yl)-2-methyl-3,6-dihydropyridine-1(2H)-carboxylate O=C1N(CCC(N1)=O)C1=NN(C2=CC(=C(C=C12)F)C=1C[C@H](N(CC1)C(=O)OC(C)(C)C)C)C